NC1=CC(=NC=C1)N(C(C)=O)C1=CC(=CC=C1)OC(F)(F)F N-(4-aminopyridin-2-yl)-N-[3-(trifluoromethoxy)phenyl]acetamide